2,5-dimethoxynitrobenzene COC1=C(C=C(C=C1)OC)[N+](=O)[O-]